CN(CCCN1C(CC2=CC(=CC=C12)F)=O)C 1-(3-(dimethylamino)propyl)-5-fluoro-2-indolone